4-methyl-2H-benzo[b][1,4]oxazin CN1C2=C(OCC1)C=CC=C2